COC=1C=C(C(=O)N2[C@@H](CCC2)C(=O)NC2=CC=CC3=CC=CC=C23)C=CC1N1C=NC(=C1)C (S)-1-(3-methoxy-4-(4-methyl-1H-imidazol-1-yl)benzoyl)-N-(naphthalen-1-yl)pyrrolidine-2-carboxamide